ClC1=CC=C(C=C1)N1CCN(C2=CC=CC=C12)C(C(C)N1CCN(CC1)C)=O 1-(4-(4-chlorophenyl)-3,4-dihydroquinoxalin-1(2H)-yl)-2-(4-methylpiperazin-1-yl)propan-1-one